N1(CCC1)C=1C=CC=2C(N(C(C3=CC=CC1C23)=O)CCN(CCN)CCN)=O 6-(azetidin-1-yl)-2-(2-(bis(2-aminoethyl)amino)ethyl)-1H-benzo[de]isoquinoline-1,3(2H)-dione